CC=1C(=NC=C(C1)C)N[C@@H]1CN(CC1)C(=O)C1=CC=C(C=C1)C1(C(NC(N1)=O)=O)CF 5-{4-[(S)-3-(3,5-dimethylpyridin-2-ylamino)pyrrolidine-1-carbonyl]phenyl}-5-fluoromethylimidazolidine-2,4-dione